tert-butyl 3-amino-2-(3-chloro-benzyl)-4,4-difluoropyrrolidine-1-carboxylate NC1C(N(CC1(F)F)C(=O)OC(C)(C)C)CC1=CC(=CC=C1)Cl